gold histidine N[C@@H](CC1=CNC=N1)C(=O)O.[Au]